5-amino-N-(2-(3-(6,7-dichloro-2-(2-hydroxyacetyl)-2,3,4,5-tetrahydro-1H-pyrido[4,3-b]indol-9-yl)-1H-pyrazol-1-yl)ethyl)pentanamide NCCCCC(=O)NCCN1N=C(C=C1)C=1C=2C3=C(NC2C(=C(C1)Cl)Cl)CCN(C3)C(CO)=O